(3S,4R,5R,6S)-1-(5-fluoro-6-{[2-(3-fluorophenyl)-1,3-oxazol-4-yl]methoxy}hexyl)-3,4,5,6-azepanetetrol FC(CCCCN1C[C@@H]([C@H]([C@@H]([C@H](C1)O)O)O)O)COCC=1N=C(OC1)C1=CC(=CC=C1)F